(2R)-2-amino-3-(2-chloro-4-{[(furan-2-yl)methyl]amino}-7-methylthieno[3,2-d]pyrimidin-6-yl)propan-1-ol dihydrochloride Cl.Cl.N[C@@H](CO)CC1=C(C=2N=C(N=C(C2S1)NCC=1OC=CC1)Cl)C